C(C)(C)(C)OC(NC1(CCNCC1)C)=O 4-methylpiperidin-4-ylcarbamic acid tert-butyl ester